C1CN(CCC12CCCCC2)CCC(=O)N 3-(3-azaspiro[5.5]undecan-3-yl)propanamide